BrC1=C(N=C2N(C1=O)C=C(N2)COC)C(F)(F)F 6-bromo-2-(methoxymethyl)-7-(trifluoromethyl)-1H-imidazo[1,2-a]Pyrimidine-5-one